tert-butyl (3S)-3-((5-(N-(1-phenylethyl)-sulfamoyl)pyridin-2-yl)carbamoyl)pyrrolidine-1-carboxylate C1(=CC=CC=C1)C(C)NS(=O)(=O)C=1C=CC(=NC1)NC(=O)[C@@H]1CN(CC1)C(=O)OC(C)(C)C